tert-butyl 4-(4-((2,6-dioxopiperidin-3-yl)amino)phenyl)-[1,4'-bipiperidine]-1'-carboxylate O=C1NC(CCC1NC1=CC=C(C=C1)C1CCN(CC1)C1CCN(CC1)C(=O)OC(C)(C)C)=O